C(CCC)N(CC(C)N)CCCC N,N-dibutylpropylenediamine